FC1=C(C(=CC=C1)OC)C1=C(C(=CC(=C1)C)F)C1CC(=NO1)N1C[C@H](C(C1)(F)F)NS(=O)(=O)C N-{(3R)-1-[5-(2',3-difluoro-6'-methoxy-5-methyl[1,1'-biphenyl]-2-yl)-4,5-dihydro-1,2-oxazol-3-yl]-4,4-difluoropyrrolidin-3-yl}methanesulfonamide